N-(5-(3-((4-(4,6-Diaminopyrimidin-2-yl)thiazol-2-yl)(propyl)amino)-4-methylphenyl)pyridin-2-yl)-4-methylpiperazine-1-carboxamide NC1=NC(=NC(=C1)N)C=1N=C(SC1)N(C=1C=C(C=CC1C)C=1C=CC(=NC1)NC(=O)N1CCN(CC1)C)CCC